carbonic-dicyclohexyl-peroxyester C1(CCCCC1)OOC1CCCCC1.C(O)(O)=O